4,4'-stilbenedicarboxylic acid amide C1(=CC=C(C=C1)C(=O)N)C=CC1=CC=C(C=C1)C(=O)O